ClC=1C=C(C=CC1OC(F)F)NC=1C2=C(N=CN1)C=CC(=N2)N2CCNC1(CC1)C2 N-[3-chloro-4-(difluoromethoxy)phenyl]-6-(4,7-diazaspiro[2.5]octan-7-yl)pyrido[3,2-d]pyrimidin-4-amine